NC=1C=CC=C(C1)S(=O)(=O)O.NC=1C=CC=C(C1)S(=O)(=O)O.[S] sulfur bis(5-aminobenzenesulfonic acid)